(S)-N-((7-chloroquinoxalin-6-yl)methyl)-4-(2-methylpiperazin-1-yl)pyridin-3-amine ClC1=C(C=C2N=CC=NC2=C1)CNC=1C=NC=CC1N1[C@H](CNCC1)C